CC(C)(C)[S@](=O)N[C@@H](C)C1=CC=C(C=C1)OCC(F)(F)F (S)-2-Methyl-N-[(1S)-1-[4-(2,2,2-trifluoroethoxy)phenyl]ethyl]propane-2-sulphinamide